1,2-dimethyl-5-(4,4,5,5-tetramethyl-1,3,2-dioxaborolan-2-yl)-1H-imidazole CN1C(=NC=C1B1OC(C(O1)(C)C)(C)C)C